2-tetrahydrofuran-2-yl-methylguanine O1C(CCC1)C1(NC(C2=NC=NC2=N1)=O)NC